OC(C)(C)C1=CC=CC2=CC(=CC=C12)C(C)(C)O 1,6-bis(α-hydroxyisopropyl)naphthalene